(tert-Butoxycarbonyl)-3',3'-difluoro-7-(hydroxymethyl)-2H-spiro[benzofuran-3,4'-piperidine]-6-carboxylic acid C(C)(C)(C)OC(=O)N1CC(C2(CC1)COC1=C2C=CC(=C1CO)C(=O)O)(F)F